O[C@@]1([C@H](CCC1)N1C(C(=CC2=C1N=C(N=C2)NC2CCN(CC2)S(=O)(=O)C([2H])([2H])[2H])C([2H])([2H])[2H])=O)C (+)-8-((1S,2S)-2-hydroxy-2-methylcyclopentyl)-6-(methyl-d3)-2-((1-((methyl-d3)sulfonyl)piperidin-4-yl)amino)pyrido[2,3-d]pyrimidin-7(8H)-one